BrC=1C=C2N(N=CC(=C2NC2C3CC4CC(CC2C4)(C3)O)C(=NC3=CC=CC=C3)N)C1 6-bromo-4-[(5-hydroxy-2-adamantyl)amino]-N'-phenyl-pyrrolo[1,2-b]pyridazine-3-carboxamidine